Cl.COC1=C(CN2C(N(CCC2=O)C=2C=NN3C2C=C(C=C3)CC3CCNCC3)=O)C=CC(=C1)OC 3-(2,4-dimethoxybenzyl)-1-(5-(piperidin-4-ylmethyl)pyrazolo[1,5-a]pyridin-3-yl)dihydropyrimidine-2,4(1H,3H)-dione hydrochloride